F[C@H]1C[C@H](N2N=C(N=C21)S(=O)CN2N=CC=C2)C2=CC=CC=C2 (5s,7s)-7-fluoro-5-phenyl-2-(pyrazol-1-ylmethyl-sulfinyl)-6,7-dihydro-5H-pyrrolo[1,2-b][1,2,4]triazole